8-fluoro-3-methyl-[1,2,4]triazolo[3,4-a]phthalazine FC=1C=C2C=NN3C(C2=CC1)=NN=C3C